OCCN1CCOCC1 4-(2-hydroxyethyl)morpholine